tryptophanyl-leucine N[C@@H](CC1=CNC2=CC=CC=C12)C(=O)N[C@@H](CC(C)C)C(=O)O